3-(3-(4-(benzyloxy)butoxy)phenyl)propan-1-amine C(C1=CC=CC=C1)OCCCCOC=1C=C(C=CC1)CCCN